3,6-dimethyl-2-(4,4,5,5-tetramethyl-1,3,2-dioxaborolan-2-yl)phenol CC=1C(=C(C(=CC1)C)O)B1OC(C(O1)(C)C)(C)C